phenyl-glyoxylic methyl ester COC(C(=O)C1=CC=CC=C1)=O